N-(2-(5,5-difluoropiperidin-2-yl)-4-(2-fluorophenyl)pyridin-3-yl)-2-isopropylpyrimidine-5-carboxamide FC1(CCC(NC1)C1=NC=CC(=C1NC(=O)C=1C=NC(=NC1)C(C)C)C1=C(C=CC=C1)F)F